NC1=CC=2N(C=C1C(=O)OCC)N=C(C2)C2CCN(CC2)C ethyl 5-amino-2-(1-methyl-4-piperidyl)pyrazolo[1,5-a]pyridine-6-carboxylate